C(C)SC=1C=C(C=CC1C1=NC2=C(N=NC(=C2)C(F)(F)F)N1C)O 3-ethylsulfanyl-4-[7-methyl-3-(trifluoromethyl)imidazo[4,5-c]pyridazin-6-yl]phenol